tert-butyl (2R,5R)-5-((R)-2-(2-hydroxyphenyl)-4,5-dihydrooxazol-4-yl)-1-methylpyrrolidine-2-carboxylate OC1=C(C=CC=C1)C=1OC[C@H](N1)[C@H]1CC[C@@H](N1C)C(=O)OC(C)(C)C